heptyl 5-(((((1R,2S,5R)-2-carbamoyl-7-oxo-1,6-diazabicyclo[3.2.1]octan-6-yl)oxy)sulfonyl)oxy)-4,4-dimethylpentanoate C(N)(=O)[C@H]1N2C(N([C@H](CC1)C2)OS(=O)(=O)OCC(CCC(=O)OCCCCCCC)(C)C)=O